C(C)(C)(C)OC(=O)NC1=CC=C(C=C1)C1=CC(=NC=C1)C(=O)OC Methyl 4-(4-((tert-butoxycarbonyl)amino)phenyl)picolinate